FC(C(=O)O)(F)F.C(CCCCC)(=O)NN hexanehydrazide trifluoroacetate